3,4-dimethyl-mandelic acid CC=1C=C(C(C(=O)O)O)C=CC1C